NC1=C2C(=NC=N1)N(N=C2C#CC=2C(=CC1=C(N=C(O1)N(C)C)C2)F)[C@@H]2CN(CC2)C(C=C)=O (S)-1-(3-(4-amino-3-((2-(dimethylamino)-6-fluoro-benzo[d]oxazol-5-yl)ethynyl)-1H-pyrazolo[3,4-d]pyrimidin-1-yl)pyrrolidin-1-yl)prop-2-en-1-one